COC1=CC=C(CN(C=2N=C(C3=C(N2)C=CNC3=O)NC(C)CCC)CC3=CC=C(C=C3)OC)C=C1 2-(Bis(4-methoxybenzyl)amino)-4-(pentan-2-ylamino)pyrido[4,3-d]pyrimidin-5(6H)-one